CNC(C1=CC=C(C=C1)NC1=NC=C(C(=N1)NC=1C=CC2=C(NC(O2)=O)C1)C)=O N-Methyl-4-[5-methyl-4-(2-oxo-2,3-dihydro-benzooxazol-5-ylamino)-pyrimidin-2-ylamino]-benzamide